2-(4,4-difluoroazepan-1-yl)-6-(trifluoromethyl)quinoline-3-carboxylic acid FC1(CCN(CCC1)C1=NC2=CC=C(C=C2C=C1C(=O)O)C(F)(F)F)F